methyl (1s,4s)-4-(4-methyl-1-oxoisoindolin-2-yl)cyclohexane-1-carboxylate CC1=C2CN(C(C2=CC=C1)=O)C1CCC(CC1)C(=O)OC